tert-butyl ((1r,4r)-4-(5-(6-chloro-4-((tetrahydro-2H-pyran-4-yl)amino)pyridin-3-yl)-1,3,4-thiadiazol-2-yl)cyclohexyl)(methyl)carbamate ClC1=CC(=C(C=N1)C1=NN=C(S1)C1CCC(CC1)N(C(OC(C)(C)C)=O)C)NC1CCOCC1